(E)-5-chloro-7-methoxy-1-(4-methoxybut-2-en-1-yl)-1H-pyrazolo[4,3-d]pyrimidine ClC=1N=C(C2=C(N1)C=NN2C\C=C\COC)OC